ClC1=NC(=NC(=C1)C1=C(C=CC=C1C)C)N[S@](=O)(=N)C=1C=C(C(=O)OC)C=CC1 |r| Racemic-methyl 3-[[[4-chloro-6-(2,6-dimethylphenyl)pyrimidin-2-yl]amino]sulfonimidoyl]benzoate